CNC1=NC=NC(=C1)N N4-methylpyrimidine-4,6-diamine